ClC1=CC=NC2=CC(=CC=C12)CNC(OC(C)(C)C)=O tert-butyl ((4-chloroquinolin-7-yl)methyl)carbamate